COC(C=CC1=CC=CC=C1)=O cinnamic acid Methyl ester